FC1(C(CN(CC1)C(=O)OC(C)(C)C)C1=NC=C(N=C1)OC)F tert-butyl 4,4-difluoro-3-(5-methoxypyrazin-2-yl)piperidine-1-carboxylate